C(C)(C)(C)OC(=O)N1CCC(CC1)(NS(=O)(=O)C1=CC=C(C=C1)OC(C)C)C1=CC=C(C=C1)F 4-(4-fluorophenyl)-4-[(4-isopropoxyphenyl)sulfonylamino]Piperidine-1-carboxylic acid tert-butyl ester